[1-(2-chlorophenyl)-5-(1-ethyl-1H-indazol-6-yl)-1H-pyrazol-3-yl]methanol ClC1=C(C=CC=C1)N1N=C(C=C1C1=CC=C2C=NN(C2=C1)CC)CO